4-[2-[2-(4-aminophenoxy)ethoxy]ethoxy]benzenamine NC1=CC=C(OCCOCCOC2=CC=C(C=C2)N)C=C1